[Si]1(=CC=CC=C1)[Si]1=CC=CC=C1 anti-bisilin